OC[C@@H](CC(C)(C)C)NC1CC2(C1)CCN(CC2)C(=O)OC(C)(C)C tert-Butyl 2-[[(1R)-1-(hydroxymethyl)-3,3-dimethyl-butyl]amino]-7-azaspiro[3.5]nonane-7-carboxylate